N-(2-hydroxypropyl)triethylenetetraamine OC(CNCCNCCNCCN)C